C(C1=CC=CC=C1)(=O)C=1C=CC(=C(C1)C=1C(=CC=C(C1F)OC[C@H]1OCCC1)C#N)Cl 5'-benzoyl-2'-chloro-6-fluoro-5-(((S)-tetrahydrofuran-2-yl)methoxy)-[1,1'-biphenyl]-2-carbonitrile